FC1=NC(=C2N=CN(C2=N1)C1OCCC1)NCC1=CC=C(C=C1)I 2-fluoro-6-[(4-iodobenzyl)amino]-9-(tetrahydrofuran-2-yl)-9H-purine